Br.N[C@]1([C@H](CCC1)CC)C(=O)O (1R,2S)-1-amino-2-ethylcyclopentane-1-carboxylic acid hydrobromide